1-(4-(2-(4-(4-(4-((1S,2R)-6-Hydroxy-2-phenyl-1,2,3,4-tetrahydronaphthalen-1-yl)phenoxy)butyl)piperazin-1-yl)-2-oxoethoxy)phenyl)dihydropyrimidine-2,4(1H,3H)-dione OC=1C=C2CC[C@H]([C@H](C2=CC1)C1=CC=C(OCCCCN2CCN(CC2)C(COC2=CC=C(C=C2)N2C(NC(CC2)=O)=O)=O)C=C1)C1=CC=CC=C1